FC1(CCOC12CCC(CC2)NC(=O)[C@@H]2CCN(C1(CC1)C2)C(=O)C2=NNC(=C2)C2=CC(=NC=C2F)C)F (R)-N-((5R,8r)-4,4-difluoro-1-oxaspiro[4.5]decan-8-yl)-4-(5-(5-fluoro-2-methylpyridin-4-yl)-1H-pyrazole-3-carbonyl)-4-azaspiro[2.5]octane-7-carboxamide